methyl N-((3S)-1-((1,2-dibromoethyl)sulfonyl)pyrrolidine-3-carbonyl)-N-methyl-L-valinate BrC(CBr)S(=O)(=O)N1C[C@H](CC1)C(=O)N([C@@H](C(C)C)C(=O)OC)C